5-((4-(azidomethyl)-6-fluoro-1-(phenylsulfonyl)-1H-indol-5-yl)oxy)-2-fluorobenzonitrile N(=[N+]=[N-])CC1=C2C=CN(C2=CC(=C1OC=1C=CC(=C(C#N)C1)F)F)S(=O)(=O)C1=CC=CC=C1